2-(4-(N-(1-(1-(naphthalen-1-yl)ethyl)piperidin-4-yl)-N-(2-oxo-2-((2-oxo-2-(prop-2-yn-1-ylamino)ethyl)amino)ethyl)sulfamoyl)piperazin-1-yl)acetic acid C1(=CC=CC2=CC=CC=C12)C(C)N1CCC(CC1)N(S(=O)(=O)N1CCN(CC1)CC(=O)O)CC(NCC(NCC#C)=O)=O